COC=1C(=CC2=CN(N=C2C1C)C)NC(=O)C1=CC=C(C2=CN(N=C12)C)N1CCN(CC1)C(=O)OC(C)(C)C tert-butyl 4-{7-[(6-methoxy-2,7-dimethylindazol-5-yl)carbamoyl]-2-methylindazol-4-yl}piperazine-1-carboxylate